COC1=C2C=C(N=CC2=CC=N1)O 5-methoxy-2,6-naphthyridin-3-ol